CC1=NC=CC(=N1)N[C@@H](C)C1=CC(=CC=C1)C=1C=NN(C1)C 2-methyl-N-{(1S)-1-[3-(1-methyl-1H-pyrazol-4-yl)phenyl]ethyl}pyrimidin-4-amine